ClC1=CC=2C3=C(C(=NC2C(=C1C1=C(C(=CC=C1)Cl)C)F)SC)N=CN3[C@@H]3C[C@H](N(CC3)C(=O)OC(C)(C)C)CC#N tert-butyl (2S,4S)-4-(8-chloro-7-(3-chloro-2-methylphenyl)-6-fluoro-4-(methylthio)-1H-imidazo[4,5-c]quinolin-1-yl)-2-(cyanomethyl)piperidine-1-carboxylate